norbornenediamine C12(C(=CC(CC1)C2)N)N